N-(8-cyclopentyl-7H-purin-6-yl)-2-(3-fluoro-5-(thiazol-5-yl)phenyl)acetamide C1(CCCC1)C1=NC2=NC=NC(=C2N1)NC(CC1=CC(=CC(=C1)C1=CN=CS1)F)=O